PYRAZINYL-TRIAZOLE N1=C(C=NC=C1)C=1N=NNC1